tert-butyl (2S)-2-[2-[6-[[5-(3-fluoro-2-pyridyl)thiazol-2-yl]amino]imidazo[4,5-c]pyridin-1-yl]ethylcarbamoyl]azetidine-1-carboxylate FC=1C(=NC=CC1)C1=CN=C(S1)NC1=CC2=C(C=N1)N=CN2CCNC(=O)[C@H]2N(CC2)C(=O)OC(C)(C)C